C(C)N1N=C(C=C1C1[C@H]2CC(C[C@@H]12)N1CC2(CS(C2)(=O)=O)CC1)C=1C=NC=C(C1)C(F)(F)F 6-((1R,5S,6r)-6-(1-ethyl-3-(5-(trifluoromethyl)pyridin-3-yl)-1H-pyrazol-5-yl)bicyclo[3.1.0]hexan-3-yl)-2-thia-6-azaspiro[3.4]octane 2,2-dioxide